CN1N=CC(=C1)C(=O)NC1=NC(=CC=C1)N1N=C(C2=CC=CC=C12)NC=1C=NC(=CC1)C=1C=NNC1 1-methyl-N-[6-[3-[[6-(1H-pyrazol-4-yl)-3-pyridyl]amino]indazol-1-yl]-2-pyridyl]pyrazole-4-carboxamide